BrC=1C=C2C(=C(C=NC2=CC1)N)NC1=CC=C(C=C1)OC 6-bromo-N4-(4-methoxyphenyl)quinoline-3,4-diamine